C(C)(=O)[C@](N)(CCCCN)C(=O)N[C@@H](C(C)C)C(=O)N[C@@H](CCCNC(=O)N)C(=O)O N-2-acetyl-L-lysyl-L-valyl-L-citrulline